CC1(CC(C1)C1=NC=C2C=NC(=NN21)SC)C 7-(3,3-dimethylcyclobutyl)-2-(methylsulfanyl)imidazo[4,3-f][1,2,4]triazine